CO[C@H]1[C@@H](CCC1)N[C@@H]1[C@H](CCCC1)OC=1C=C2CN(C(C2=CC1)=O)C1C(NC(CC1)=O)=O 3-(5-(((1S,2S)-2-(((1R,2R)-2-methoxycyclopentyl)amino)cyclohexyl)oxy)-1-oxoisoindolin-2-yl)piperidine-2,6-dione